2-(4-((4-((3-chloro-2-fluorophenyl)amino)-7-methoxyquinazolin-6-yl)oxy)piperidin-1-yl)-N-(6-((2-(2,6-dioxopiperidin-3-yl)-1-oxoisoindolin-4-yl)thio)hexyl)acetamide ClC=1C(=C(C=CC1)NC1=NC=NC2=CC(=C(C=C12)OC1CCN(CC1)CC(=O)NCCCCCCSC1=C2CN(C(C2=CC=C1)=O)C1C(NC(CC1)=O)=O)OC)F